nitrogen dimethyl-para-toluidine CN(C1=CC=C(C=C1)C)C.[N]